4-((3-(4-(((1R,4S)-4-((3S,4S)-3,4-dihydroxypyrrolidin-1-yl)cyclohexyl)amino)-1-(2,2,2-trifluoroethyl)-1H-indol-2-yl)prop-2-yn-1-yl)amino)-3-methoxybenzene-sulfonamide O[C@H]1CN(C[C@@H]1O)C1CCC(CC1)NC1=C2C=C(N(C2=CC=C1)CC(F)(F)F)C#CCNC1=C(C=C(C=C1)S(=O)(=O)N)OC